2,2,2-trichloroethyl (S)-((2-cyclohexylpropanoyl)oxy)carbamate C1(CCCCC1)[C@@H](C(=O)ONC(OCC(Cl)(Cl)Cl)=O)C